FC(C=1C(=C(C=CC1)[C@@H](C)NC=1C2=C(N=CN1)OC(C(=C2)NS(=O)(=O)C)=O)F)F (R)-N-(4-((1-(3-(difluoromethyl)-2-fluorophenyl)ethyl)amino)-7-oxo-7H-pyrano[2,3-d]pyrimidin-6-yl)methanesulfonamide